ClC1=C(C=CC(=C1)C(F)(F)F)N1C=2N(CC(C1)CNC(C=C)=O)N=CC2 N-((4-(2-chloro-4-(trifluoromethyl)phenyl)-4,5,6,7-tetrahydropyrazolo[1,5-a]pyrimidin-6-yl)methyl)acrylamide